The molecule is a fatty alcohol that is decan-1-ol in which one of the hydrogens at position 9 has been replaced by a methyl group. It is a fatty alcohol and a primary alcohol. CC(C)CCCCCCCCO